COC=1C=NC2=CC(=NC(=C2C1)OC1CCC(CC1)NC(OC(C)(C)C)=O)N1CCOCC1 tert-butyl N-[4-[(3-methoxy-7-morpholino-1,6-naphthyridin-5-yl)oxy]cyclohexyl]carbamate